FC1=C2C(N(C(NC2=CC=C1F)=O)CC(=O)O)C (5,6-difluoro-4-methyl-2-oxo-1,4-dihydroquinazolin-3-yl)acetic acid